1-((5-(azetidin-3-yl)-3-methylpyridin-2-yl)methyl)piperidine-4-carboxylic acid methyl ester COC(=O)C1CCN(CC1)CC1=NC=C(C=C1C)C1CNC1